COC1=CC=C(C=N1)NC1=NC=C(C(=N1)OC=1C=C(C=CC1)NC(C=C)=O)C N-(3-(2-(6-methoxypyridin-3-ylamino)-5-methylpyrimidin-4-yloxy)phenyl)acrylamide